7-((4-((2-(dimethylphosphoryl)phenyl)amino)-5-(trifluoromethyl)pyrimidin-2-yl)amino)-N-methoxy-2,3-Dihydrobenzofuran-4-carboxamide CP(=O)(C)C1=C(C=CC=C1)NC1=NC(=NC=C1C(F)(F)F)NC=1C=CC(=C2CCOC21)C(=O)NOC